N1(CCOCC1)C(CN(CC(C)N1CCOCC1)CC(C)N1CCOCC1)C tris(2-(4-morpholinyl)propyl)amine